ethyl 2-(1-(6-(5-(hydroxymethyl)-1-methyl-1H-1,2,3-triazol-4-yl)-2-methylpyridin-3-yl)pyrrolidin-3-yl)acetate OCC1=C(N=NN1C)C1=CC=C(C(=N1)C)N1CC(CC1)CC(=O)OCC